2,4-dichloroacetoacetic acid ethyl ester C(C)OC(C(C(=O)CCl)Cl)=O